C=12C3=CC=C4CCCC4=C3NC3=NN=C(S(N4CC5(CCN(CCCCOC(N=CC1)=C2)C5)C4)(=O)=O)N3 27-oxa-16λ6-thia-11,13,14,17,22,29,35-heptaazaheptacyclo-[26.3.1.112,15.117,19.119,22.02,10.05,9]pentatriaconta-1(31),2,4,9,12,14,28(32),29-octaene-16,16-dioxide